2-((R)-6-((1s,4S)-4-(4-(2-Azaspiro[3.3]heptan-6-yl)piperazin-1-yl)cyclohexyl)-5-methyl-6,7,8,9-tetrahydro-5H-pyrido[3',4':4,5]pyrrolo[2,3-c]pyridazin-3-yl)phenol C1NCC12CC(C2)N2CCN(CC2)C2CCC(CC2)N2[C@@H](C1=C(NC=3N=NC(=CC31)C3=C(C=CC=C3)O)CC2)C